C(CC)(=O)C1=CC=C(C[C@H](N)C(=O)O)C=C1 para-propionyl-phenylalanine